4'-acetyl-1'-methyl-spiro[cyclopropane-1,3'-indoline] C(C)(=O)C1=C2C3(CN(C2=CC=C1)C)CC3